(S)-2-oxopyrrolidin-3-yl ((((2R,3S,4R,5S)-5-(4-aminopyrrolo[2,1-f][1,2,4]triazin-7-yl)-2-cyano-3,4-dihydroxytetrahydrofuran-2-yl)methoxy)(phenoxy)phosphoryl)alaninate NC1=NC=NN2C1=CC=C2[C@H]2[C@@H]([C@@H]([C@@](O2)(C#N)COP(=O)(OC2=CC=CC=C2)N[C@@H](C)C(=O)O[C@@H]2C(NCC2)=O)O)O